(S)-2-methylproline methyl ester hydrochloride Cl.COC([C@]1(NCCC1)C)=O